OC1(CC2(OCCO2)CCC1)CNC1=C(C#N)C=CC(=C1)[N+](=O)[O-] (((7-hydroxy-1,4-dioxaspiro[4.5]decan-7-yl)methyl)amino)-4-nitrobenzonitrile